[C@H]1(C[C@@H](O)[C@@H](O1)CO)N1C(NC(C(=C1)C)=O)=O 1-(2-deoxy-β-L-erythro-pentofuranosyl)-5-methylpyrimidine-2,4(1H,3H)-dione